FC1=CC=C(C=C(C#N)C#N)C=C1 2-(4-fluoro-benzylidene)malononitrile